tert-butyl (3R,4S)-4-(4-(3-(2,6-bis(benzyloxy)pyridin-3-yl)-1-methyl-1H-indazol-6-yl)piperidine-1-carbonyl)-3-fluoropiperidine-1-carboxylate C(C1=CC=CC=C1)OC1=NC(=CC=C1C1=NN(C2=CC(=CC=C12)C1CCN(CC1)C(=O)[C@H]1[C@H](CN(CC1)C(=O)OC(C)(C)C)F)C)OCC1=CC=CC=C1